C12CN(CC(CN(C1)CCCCN(CCC(=O)[O-])CCC(=O)[O-])O2)CCCCN(CCC(=O)[O-])CCC(=O)[O-] 3'''-(((9-oxa-3,7-diazabicyclo[3.3.1]nonane-3,7-diyl)bis(butane-4,1-diyl))bis(azanetriyl))tetrapropionate